6-(1-Methoxyethyl)quinoline-4-carboxylic acid COC(C)C=1C=C2C(=CC=NC2=CC1)C(=O)O